((1s,3s)-3-hydroxy-3-methylcyclobutyl)(6-(2-methyl-4-(trifluoromethyl)phenoxy)-2-azaspiro[3.3]hept-2-yl)methanone OC1(CC(C1)C(=O)N1CC2(C1)CC(C2)OC2=C(C=C(C=C2)C(F)(F)F)C)C